C(C(CCC(C)C(=O)O)C(=O)O)C(=O)O 1,2,5-hexane-tricarboxylic acid